5-(2-Difluoromethoxyphenyl)isoxazole-4-carboxylic acid methyl ester COC(=O)C=1C=NOC1C1=C(C=CC=C1)OC(F)F